OC(=O)CCCCCCCCC Capric acid